3-chloro-5,6-difluoro-pyridine-2-carboxylic acid ethyl ester C(C)OC(=O)C1=NC(=C(C=C1Cl)F)F